3-Cyclohexene-1-methanethiol C1(CC=CCC1)CS